N-(3-aminophenyl)-N-phenylamine NC=1C=C(C=CC1)NC1=CC=CC=C1